tert-butyl 2,5-diazabicyclo[2.2.1]Heptane-2-carboxylate C12N(CC(NC1)C2)C(=O)OC(C)(C)C